FC=1C=C(C=CC1)C1=NC=CC=2N1N=C(N2)C 5-(3-fluorophenyl)-2-methyl-[1,2,4]triazolo[1,5-c]pyrimidin